N-(3-bromo-4-chlorophenyl)-3-chloropropanamide BrC=1C=C(C=CC1Cl)NC(CCCl)=O